C(C)(=O)[C@@H]1CN(CC1)C(=O)OC(C)(C)C tert-butyl (3S)-3-acetylpyrrolidine-1-carboxylate